5-chloro-N-(3-chloro-4-nitrophenyl)-2-hydroxybenzamide ClC=1C=CC(=C(C(=O)NC2=CC(=C(C=C2)[N+](=O)[O-])Cl)C1)O